((2R,5S)-2-(2-(2-(dimethylamino)ethyl)benzo[d]thiazol-5-yl)-5-methylpiperidin-1-yl)-2-oxo-N-(1-(tetrahydro-2H-pyran-2-yl)-1H-pyrazolo[4,3-c]pyridin-7-yl)acetamide CN(CCC=1SC2=C(N1)C=C(C=C2)[C@@H]2N(C[C@H](CC2)C)C(C(=O)NC=2C1=C(C=NC2)C=NN1C1OCCCC1)=O)C